2,2,8-trimethyl-6-oxa-9-azaspiro[4.5]decane hydrochloride Cl.CC1(CC2(CC1)OCC(NC2)C)C